CC=1CCNC1 4-methyl-2,3-dihydro-1H-pyrrole